FC1=C(C=CC(=C1)F)N1CCN(CC1)C(CCC=1NC(C2=C(C=CC=C2C1)F)=O)=O 3-(3-(4-(2,4-difluorophenyl)piperazin-1-yl)-3-oxopropyl)-8-fluoroisoquinolin-1(2H)-one